CN1C=CC=2C1=NC=CC2C2=NC=C(C1=C2CNC1=O)NC1=NC=2CN(CCC2C=C1)C(=O)OC(C)(C)C tert-butyl 2-((4-(1-methyl-1H-pyrrolo[2,3-b]pyridin-4-yl)-1-oxo-2,3-dihydro-1H-pyrrolo[3,4-c]pyridin-7-yl)amino)-5,8-dihydro-1,7-naphthyridine-7(6H)-carboxylate